1-diazo-1-benzenesulfonyl-3,3-dimethyl-2-butanone [N+](=[N-])=C(C(C(C)(C)C)=O)S(=O)(=O)C1=CC=CC=C1